docosyl-acrylamide C(CCCCCCCCCCCCCCCCCCCCC)C(C(=O)N)=C